(±)-(4R,5S)-4-(5-Bromopyridin-3-yl)-4-methyl-5-phenyloxazolidin-2-one BrC=1C=C(C=NC1)[C@]1(NC(O[C@H]1C1=CC=CC=C1)=O)C |r|